1-methyloctahydro-6H-indol-6-one CN1CCC2CCC(CC12)=O